C(#N)COC1=CC=C(C=C1)C1=CC(=CC=C1)S(=O)(=O)N1CCC2(CC(CO2)NC[C@@H](COC2=C(C=CC=C2)S(=O)(=O)NCC)O)CC1 (2S)-3-(8-(4'-(cyanomethoxy)biphenyl-3-ylsulfonyl)-1-oxa-8-azaspiro[4.5]decan-3-ylamino)-2-hydroxypropoxy-N-ethylbenzenesulfonamide